C(C)(=O)N1CCP(CC1)(=O)C1=CC2=C(N=C(N=C2N[C@H](C)C2=C(C(=CC=C2)C(F)(F)F)F)C)C=N1 1-acetyl-4-[4-({(1R)-1-[2-fluoro-3-(trifluoromethyl)phenyl]ethyl}amino)-2-methylpyrido[3,4-d]pyrimidin-6-yl]-1,4lambda5-azaphosphinan-4-one